C1(CC1)C1=C(C(=NO1)C1=C(C=CC=C1F)F)COC1C(CN(CC1)C1=CC=C(C#N)C=C1)(F)F 4-(4-((5-cyclopropyl-3-(2,6-difluorophenyl)isoxazol-4-yl)methoxy)-3,3-difluoropiperidin-1-yl)benzonitrile